ClC1=CC=C(C=C1)CN1C([C@H](CS(C2=C1C=C(C(=C2)F)C2=NOC(=N2)N2CCOC1CC21)(=O)=O)NC(OC(C)(C)C)=O)=O tert-butyl N-[(3R)-5-[(4-chlorophenyl)methyl]-8-fluoro-7-[5-(2-oxa-5-azabicyclo[4.1.0]heptan-5-yl)-1,2,4-oxadiazol-3-yl]-1,1,4-trioxo-2,3-dihydro-1λ6,5-benzothiazepin-3-yl]carbamate